FC=1C=CC(=C(C(=O)N(C(C)C)C(C)C)C1)OC=1C(=NC=NC1)N1CC2(C1)CN(CC2)C(CCC2=CC=C(C=C2)F)=O 5-fluoro-2-((4-(6-(3-(4-fluorophenyl)propionyl)-2,6-diazaspiro[3.4]octan-2-yl)pyrimidin-5-yl)oxy)-N,N-diisopropylbenzamide